ClC1=C(C=NC=C1N1CCCC1)C=1N=NN(C1)CC=1N=C2N(C=C(C=C2)CO)C1 (2-((4-(4-chloro-5-(pyrrolidin-1-yl)pyridin-3-yl)-1H-1,2,3-triazol-1-yl)methyl)imidazo[1,2-a]pyridin-6-yl)methanol